2-ethylhexyl 3-((7-(3,3-difluoropyrrolidin-1-yl)-5-isopropyl-5H-pyrrolo[3,2-d]pyrimidin-2-yl)thio)propionate 2-Ethylhexyl-3-mercaptopropionate C(C)C(COC(CCS)=O)CCCC.FC1(CN(CC1)C1=CN(C2=C1N=C(N=C2)SCCC(=O)OCC(CCCC)CC)C(C)C)F